5-ethyl-1,4-heptadiene C(C)C(=CCC=C)CC